C(C)(C)N1N=NC2=C1C=CC(=C2)C=2SC(=CN2)C2=C(C=CC=C2)OC 2-(1-isopropyl-1H-benzo[d][1,2,3]triazol-5-yl)-5-(2-methoxyphenyl)thiazole